tert-Butyl 5-({[(2R,3R)-1-{[4,4-difluoro-1-(4-methoxyphenyl)cyclohexyl]carbonyl}-3-(methoxymethoxy)azetidin-2-yl]carbonyl}amino)-1H-pyrazolo[4,3-b]pyridine-1-carboxylate FC1(CCC(CC1)(C1=CC=C(C=C1)OC)C(=O)N1[C@H]([C@@H](C1)OCOC)C(=O)NC1=CC=C2C(=N1)C=NN2C(=O)OC(C)(C)C)F